BrC1(C=CC(=NN1)C1=CS(C(=C1)CNC)CC1=C(C=CC=C1F)F)OC 6-bromo-1-[(2,6-difluorophenyl)methyl]-3-(6-methoxypyridazin-3-yl)-5-[(methylamino)methyl]Thiophene